C(C(CCC)CCC)(=O)O.C(CCCCC)C1CCC(O1)=O 5-hexyloxacyclopentane-2-one (valproate)